O1C(NCCCC1)=O perhydro-1,3-oxazepine-2-one